FC=1C(=C(C=NC1CO)N1C([C@@H]2C[C@@H]2C1)=O)C (1R,5S)-3-(5-Fluoro-6-(hydroxymethyl)-4-methylpyridin-3-yl)-3-azabicyclo[3.1.0]hexan-2-one